[Cl-].C(CCCCCCCCCCCCCCC)(=O)OCC[NH+]1C(N(CC1)CCO)CCCCCCCCCCCCCCC 1-[2-(hexadecanoyloxy)ethyl]2-pentadecyl-3-(2-hydroxyethyl)imidazolinium chloride